C(C)OC(=O)C=1C(=NN(C1)[C@@H]1COCC[C@H]1C#N)N 3-Amino-1-[(3S,4R)-4-cyanotetrahydro-2H-pyran-3-yl]-1H-pyrazole-4-carboxylic acid ethyl ester